OCC1=CC=C2C(=N1)SC(=N2)C(=O)C2=CC=C(C=C2)O (5-(hydroxymethyl)thiazolo[5,4-b]pyridin-2-yl)(4-hydroxyphenyl)methanone